Cl.NCCOCCCCNCCOC1=C(OC2=CC(=CC3=CC=C(C=C23)C2=CC=C(C=C2)S(=O)(=O)C)O)C=CC=C1 4-(2-((2-(2-(2-aminoethoxy)ethyl)(ethyl)amino)ethoxy)phenoxy)-6-(4-(Methylsulfonyl)phenyl)naphthalene-2-ol hydrochloride